2,3-dimethylbut-2-ene CC(C)=C(C)C